(R)-7,7-dimethyl-2-(1H-indol-4-yl)-6-propionyl-4-(3-methylmorpholin-4-yl)-6,7-dihydro-5H-pyrrolo[3,4-d]pyrimidine CC1(N(CC2=C1N=C(N=C2N2[C@@H](COCC2)C)C2=C1C=CNC1=CC=C2)C(CC)=O)C